N1N=CC(=C1)C(=O)N1CCC(=CC1)COC1=C2CCC(NC2=CC=C1)=O 5-((1-(1H-pyrazole-4-carbonyl)-1,2,3,6-tetrahydropyridin-4-yl)methoxy)-3,4-dihydroquinolin-2(1H)-one